C12CNCC(CC1)N2C=2SC1=C(N2)C(=CC(=C1)C(=O)NC1CCCC1)CCO 2-(3,8-diazabicyclo-[3.2.1]octan-8-yl)-N-cyclopentyl-4-(2-hydroxyethyl)benzo-[d]thiazole-6-carboxamide